ClC1=C(C=C(OCCCN2C(=CC(=C2)N(C2=CC(=CC=C2)[N+](=O)[O-])CC2=CC(=CC=C2)Cl)C(=O)O)C=C1C)C 1-(3-(4-chloro-3,5-dimethylphenoxy)propyl)-4-((3-chlorobenzyl)(3-nitrophenyl)amino)-1H-pyrrole-2-carboxylic acid